(2S)-1-benzyl-2-((2,2-diphenylacetamido)methyl)-1-methylpyrrolidin-1-ium C(C1=CC=CC=C1)[N+]1([C@@H](CCC1)CNC(C(C1=CC=CC=C1)C1=CC=CC=C1)=O)C